O=S1([C@@H](COCC1)CNC1=CC(NN=C1)=O)=O 5-((((R)-4,4-dioxido-1,4-oxathian-3-yl)methyl)amino)pyridazin-3(2H)-one